ClC=1C=CC=C2C=CN=C(C12)N(C(C1=CC=C(C=C1)C=1N=NN(C1)C)=O)[C@H]1CNCCC1 (R)-N-(8-chloroisoquinolin-1-yl)-4-(1-methyl-1H-1,2,3-triazol-4-yl)-N-(piperidin-3-yl)benzamide